3-(2-((tert-butyldimethylsilyl)oxy)ethyl)-7-chloro-2,6-naphthyridine [Si](C)(C)(C(C)(C)C)OCCC=1N=CC2=CC(=NC=C2C1)Cl